C(#N)CC(=O)N1CC(C1)COC1=NC=CC2=CC(=C(C=C12)OC(C)C)C(=O)N 1-{[1-(cyanoacetyl)azetidin-3-yl]methoxy}-7-(propan-2-yloxy)isoquinoline-6-carboxamide